O=C1N(CCC1)C=1C(=CC(NC1)=O)C1=CC=CC=C1 5-(2-oxopyrrolidin-1-yl)-4-phenylpyridin-2(1H)-one